C(C)(C)(C)OC(=O)C=1C=CC2=C(N(C(=N2)CN2C(CC(CC2=O)C2=NC(=CC=C2)OCC2=CC=CC=C2)=O)CC2OCC2)C1 2-((4-(6-(benzyloxy)pyridin-2-yl)-2,6-dioxopiperidin-1-yl)methyl)-1-(oxetan-2-ylmethyl)-1H-benzo(d)imidazole-6-carboxylic acid tert-butyl ester